5-fluoro-1-[(2R,3S,4R,5R)-3-fluoro-4-hydroxy-5-(hydroxymethyl)oxolan-2-yl]-3H-pyrimidine-2,4-dione FC=1C(NC(N(C1)[C@@H]1O[C@@H]([C@H]([C@@H]1F)O)CO)=O)=O